COCCOC1=C(C=CC=C1)C1OC1 2-(2-(2-methoxyethoxy)phenyl)oxirane